{2-chloro-4-[(1,3-dioxo-1,3-dihydro-2H-inden-2-ylidene)methyl]-6-ethoxyphenoxylmethyl}benzoic acid ClC1=C(OCC2=C(C(=O)O)C=CC=C2)C(=CC(=C1)C=C1C(C2=CC=CC=C2C1=O)=O)OCC